Cl.CN1CCN(CC1)CCOC=1C=C2CNCC2=CC1 5-(2-(4-Methylpiperazin-1-yl)ethoxy)isoindoline hydrochloride